dipotassium anthraquinone-1,8-disulfonate C1(=CC=CC=2C(C3=CC=CC(=C3C(C12)=O)S(=O)(=O)[O-])=O)S(=O)(=O)[O-].[K+].[K+]